(S)-N-((5-bromo-4-methylpyridin-2-yl)methyl)-1-(2-(4-(trifluoromethyl)phenyl)-2H-pyrazolo[3,4-d]pyrimidin-4-yl)piperidine-3-carboxamide BrC=1C(=CC(=NC1)CNC(=O)[C@@H]1CN(CCC1)C=1C=2C(N=CN1)=NN(C2)C2=CC=C(C=C2)C(F)(F)F)C